The molecule is a pentol consisting of 1-iminohexane with four hydroxy substituents placed at positions 2, 3, 4, 5 and 6. It is an aldimine and a pentol. C(C(C(C(C(C=N)O)O)O)O)O